CNC1=C(C=CC=C1)C#CC N-methyl-2-(1-propynyl)aniline